BrC1=CNC2=NC=CC(=C21)C 3-bromo-4-methyl-1H-pyrrolo[2,3-b]pyridine